C1(CC1)C=1C=CC(=NC1F)[C@@H](NC(=O)[C@H]1N(C[C@@H](C1)F)C(CN1N=CC=C1)=O)C1=CC=CC=C1 (2S,4R)-N-[(S)-(5-cyclopropyl-6-fluoropyridin-2-yl)(phenyl)methyl]-4-fluoro-1-[2-(1H-pyrazol-1-yl)acetyl]pyrrolidine-2-carboxamide